ClC=1C(=C(C=CC1)NC1=C(NC2=C1C(N[C@H](C2)C(F)(F)F)=O)C2=CC=NC1=C2N=C(N=C1)OC)OC (6R)-3-[(3-chloro-2-methoxyphenyl)amino]-2-{2-methoxypyrido[3,2-d]pyrimidin-8-yl}-6-(trifluoromethyl)-1H,5H,6H,7H-pyrrolo[3,2-c]pyridin-4-one